P(=O)(O)(O)O.C(CCCCCCCC)N nonylamine phosphate salt